3-methylthio-5-hexylthio-1,2,4-triazole CSC1=NNC(=N1)SCCCCCC